BrC=1C(=C(OC2CCC(CC2)CC(C(=O)OCC)(F)F)C=CC1)C ethyl 3-((1r,4r)-4-(3-bromo-2-methylphenoxy)cyclohexyl)-2,2-difluoropropanoate